N1=C(C=C(C=C1)C(=O)O)C1=NC=CC(=C1)C(=O)O [2,2'-bipyridine]-4,4'-dicarboxylic acid